OCCCCCCCC=CC(=O)O 10-hydroxy-2-decenoic acid